4-((2S,4s,6r)-2-cyano-7-((5-methoxy-7-methyl-1H-indol-4-yl)methyl)-7-azaspiro[3.5]nonan-6-yl)benzoic acid C(#N)C1CC2(C1)C[C@@H](N(CC2)CC2=C1C=CNC1=C(C=C2OC)C)C2=CC=C(C(=O)O)C=C2